ClC1=NC=C(C(=O)O)C(=C1)N[C@H](CO)C1=CC=CC=C1 (S)-6-chloro-4-(2-hydroxy-1-phenylethylamino)nicotinic acid